C1=C(C=CC2=CC=CC=C12)C1=NC2=CC=C(C=C2C(N1)=O)[N+](=O)[O-] 2-(naphthalen-2-yl)-6-nitroquinazoline-4(3H)-one